C1=NC=C(C2=CC=CC=C12)C=1N=NN(C1)CC=1N=C2N(C=C(C=C2)CNC(OC(C)(C)C)=O)C1 tert-butyl N-[[2-[[4-(4-isoquinolyl)triazol-1-yl]methyl]imidazo[1,2-a]pyridin-6-yl]methyl]carbamate